CN1CC(C1)(C)[C@@](C=1C=C(C=NC1)N1C(CC(C1)C(F)(F)F)=O)(C1=CC=C(C=C1)C(C)C)O 1-{5-[(R)-(1,3-Dimethyl-azetidin-3-yl)-hydroxy-(4-isopropyl-phenyl)-methyl]-pyridin-3-yl}-4-trifluoromethyl-pyrrolidin-2-one